6-chloro-N,N-bis(2,4-dimethoxybenzyl)pyrazine-2-sulfonamide ClC1=CN=CC(=N1)S(=O)(=O)N(CC1=C(C=C(C=C1)OC)OC)CC1=C(C=C(C=C1)OC)OC